4-((tert-Butyldiphenylsilyl)oxy)-6-fluoro-1,2,3,4-tetrahydroisoquinoline [Si](C1=CC=CC=C1)(C1=CC=CC=C1)(C(C)(C)C)OC1CNCC2=CC=C(C=C12)F